FC1=C2C=C(NC2=CC=C1)C(=O)N1CCOC2(CCC2)C1C(=O)N[C@H](C(CF)=O)C[C@H]1C(NCC1)=O 8-(4-fluoro-1H-indole-2-carbonyl)-N-[(1S)-3-fluoro-2-oxo-1-[[(3S)-2-oxopyrrolidin-3-yl]methyl]propyl]-5-oxa-8-azaspiro[3.5]nonane-9-carboxamide